N1C=CC2=CC(=CC=C12)NC1=NC(=NC=C1C)NC1=CC=C(C=C1)N1CCN(CC1)C N4-(1H-indol-5-yl)-5-methyl-N2-(4-(4-methylpiperazin-1-yl)phenyl)pyrimidine-2,4-diamine